2-butyl-1,3-bis(8-phenylnaphthalen-1-yl)-1,3-dihydrobenzo[d][1,3,2]diazaphosphole 2-oxide C(CCC)P1(N(C2=C(N1C1=CC=CC3=CC=CC(=C13)C1=CC=CC=C1)C=CC=C2)C2=CC=CC1=CC=CC(=C21)C2=CC=CC=C2)=O